(S)-1-(3-((5-(6-Fluoro-2-methyl-1-oxo-2,9-dihydro-1H-spiro[8-oxa-2,4,10a-triazanaphtho[2,1,8-cde]azulene-10,1'-cyclobutane]-7-yl)pyridin-2-yl)oxy)propyl)pyrrolidine-3-carbonitrile FC=1C=C2N=CC=3N(C(N4C3C2=C(OCC42CCC2)C1C=1C=CC(=NC1)OCCCN1C[C@H](CC1)C#N)=O)C